CC(C#N)(C)NC1=CC=C(C=C1)C 2-methyl-2-(4-methylphenyl)aminopropionitrile